ClC=1C=C(C=CC1)N1C=C(C2=C1N=CN=C2N2[C@H](CN(CC2)C(=O)OC(C)(C)C)C)N(C)C2CC2 tert-butyl (S)-4-(7-(3-chlorophenyl)-5-(cyclopropyl(methyl)amino)-7H-pyrrolo[2,3-d]pyrimidin-4-yl)-3-methylpiperazine-1-carboxylate